Fmoc-L-γ-carboxyglutamic Acid C(=O)(OCC1C2=CC=CC=C2C2=CC=CC=C12)N[C@@H](CC(C(=O)O)C(=O)O)C(=O)O